1,2-di(4-acetamidophenyl)ethane C(C)(=O)NC1=CC=C(C=C1)CCC1=CC=C(C=C1)NC(C)=O